FC1=CC=C(C=C1)C=1C(=NC2=CC(=CC(=C2C1)C(C)O)C)C(=O)N 3-(4-fluorophenyl)-5-(1-hydroxyethyl)-7-methylquinoline-2-carboxamide